N[C@H](C)C=1C=C(C=C2C(N(C(=NC12)N1CCC(CC1)(F)F)C)=O)C (R)-8-(1-aminoethyl)-2-(4,4-difluoropiperidin-1-yl)-3,6-dimethylquinazolin-4(3H)-one